N-Cyclopropyl-6-((5-methyl-3-(6-methylpyridin-3-yl)isoxazol-4-yl)methoxy)pyridazin-3-carboxamid C1(CC1)NC(=O)C=1N=NC(=CC1)OCC=1C(=NOC1C)C=1C=NC(=CC1)C